3,7-Bis(azetidin-1-yl-d6)-5,5-dimethyldibenzo[b,e]silin-10-ylium N1(C(C(C1([2H])[2H])([2H])[2H])([2H])[2H])C=1C=CC2=C([Si](C3=C([CH+]2)C=CC(=C3)N3C(C(C3([2H])[2H])([2H])[2H])([2H])[2H])(C)C)C1